ClC=1C=NN(C1[C@@H](CC=1C=NC=CC1)OCC1=CC=C(C=C1)F)C |r| (RS)-3-(2-(4-chloro-1-methyl-1H-pyrazol-5-yl)-2-((4-fluorobenzyl)oxy)ethyl)pyridine